4-isopropylcyclohexanoic acid C(C)(C)C1CCC(CC1)C(=O)O